N1=CC(=CC=C1)C=1C=C(C=C(C1)C=1C=NC=CC1)C1=CC(=CC=C1)C1=CC(=CC(=C1)C=1C=NC=CC1)C=1C=NC=CC1 1,3-di[3,5-bis(pyridin-3-yl)phenyl]benzene